C1=C(C=CC1)OS(=O)(=O)[O-] 2-Cyclopentadienylsulfate